NC1=C(C=2C(=NC=C(C2)C2CC2)N1C1=C(C(=CC=C1C)OC)C)C(=O)N 2-amino-5-cyclopropyl-1-(3-methoxy-2,6-dimethyl-phenyl)pyrrolo[2,3-b]pyridine-3-carboxamide